ClC1=NN(C=C1N)CCOC 3-chloro-1-(2-methoxyethyl)-1H-pyrazol-4-amine